4-(6-chloro-2-(((S)-4,4-difluoro-1-methylpyrrolidin-2-yl)methoxy)-8-fluoro-4-(piperazin-1-yl)quinazolin-7-yl)benzo[d]thiazol-2-amine ClC=1C=C2C(=NC(=NC2=C(C1C1=CC=CC2=C1N=C(S2)N)F)OC[C@H]2N(CC(C2)(F)F)C)N2CCNCC2